1-(4-nitrophenyl)imino-1-oxo-1,4-thiazinane-4-carboxylate [N+](=O)([O-])C1=CC=C(C=C1)N=S1(CCN(CC1)C(=O)[O-])=O